8-([1,4'-bipiperidin]-1'-ylmethyl)-3,9-dihydroxybenzo[5,6]oxazepin N1(CCCCC1)C1CCN(CC1)CC1=C(C2=C(C=CC(=NO2)O)C=C1)O